(2R,7aR)-2-(difluoromethoxy)-6-methylenetetrahydro-1H-pyrrolizine FC(O[C@@H]1C[C@H]2CC(CN2C1)=C)F